rac-(4-(((tert-butyldimethylsilyl)oxy)methyl)-2-((1S*,2S*)-2-(4-methylpyrimidin-2-yl)cyclopropyl)quinolin-7-yl)carbamate [Si](C)(C)(C(C)(C)C)OCC1=CC(=NC2=CC(=CC=C12)NC([O-])=O)[C@@H]1[C@H](C1)C1=NC=CC(=N1)C |r|